2-bromo-5-[(dimethylamino)methylene]-3-methyl-5H-spiro[[1]benzofuran-6,1'-cyclopropane]-4(7H)-one BrC=1OC2=C(C1C)C(C(C1(CC1)C2)=CN(C)C)=O